C(=CCCC)C=1OC=CC1 2-(1-pentenyl)furan